zinc (1+) chloride [Cl-].[Zn+]